(1R,3aS,6aR)-N-((S)-1-cyano-2-((R)-2-oxopiperidin-3-yl)ethyl)-2-(4-(difluoromethyl)-7-chloro-1H-indole-2-carbonyl)-5,5-difluorooctahydrocyclopenta[c]pyrrole-1-carboxamide C(#N)[C@H](C[C@@H]1C(NCCC1)=O)NC(=O)[C@@H]1N(C[C@@H]2[C@H]1CC(C2)(F)F)C(=O)C=2NC1=C(C=CC(=C1C2)C(F)F)Cl